N[C@@H]1C2=CC=CC=C2CC12CCN(CC2)C2=CN=C1C(=N2)NN=C1C(=C)C=1C(N(C=CC1OC)C)=O (S)-3-(1-(6-(1-amino-1,3-dihydro-spiro[inden-2,4'-piperidin]-1'-yl)-1H-pyrazolo[3,4-b]pyrazin-3-yl)vinyl)-4-methoxy-1-methylpyridin-2(1H)-one